1-(cyclopropylmethyl)-1H-pyrrole-2-carbaldehyde C1(CC1)CN1C(=CC=C1)C=O